N(=[N+]=[N-])CCOCCOCCOCCOCCOCCOCCOCCOCCOCCOCCOCCOCCOCCOCCOCCOCCOCCOCCOCCOCCOCCOCCOCCOCCC(=O)ON1C(CCC1=O)=O 2,5-dioxopyrrolidin-1-yl 1-azido-3,6,9,12,15,18,21,24,27,30,33,36,39,42,45,48,51,54,57,60,63,66,69,72-tetracosaoxapentaheptacontan-75-oate